Butyl-4,6-dimethylphenol C(CCC)C1=C(C(=CC(=C1)C)C)O